COC1=CC=C(C=C1)N1CCN(CC1)CCNCC1=NC=CC=C1 2-(4-(4-Methoxyphenyl)piperazin-1-yl)-N-(pyridin-2-ylmethyl)ethan-1-amine